Butyl-ethyl-hexane C(CCC)C(CCCCC)CC